N(=[N+]=[N-])CC(=O)N[C@@H]1C(OC(=O)C=2C=NC=CC2)O[C@@H]([C@H]([C@@H]1OC(C)=O)OC(C)=O)COP(=O)(OC1=CC=CC=C1)N[C@@H](C)C(=O)OC(C)C Pyridin-3-ylcarbonyl 2-(2-azidoacetylamino)-2-deoxy-3,4-di-O-acetyl-6-O-(((S)-1-isopropoxycarbonylethylamino) (phenoxy) phosphoryl)-D-mannopyranoside